C(C1=CC=CC=C1)N1S(C(C(C2=C1C=CC(=C2)OC)=O)C2=CC=CC=C2)(=O)=O 1-Benzyl-6-methoxy-3-phenyl-1H-2,1-benzothiazin-4(3H)-on-2,2-dioxid